5-[(4R,11aS)-9-[(4aS,7aS)-3,4,4a,5,7,7a-hexahydro-2H-pyrrolo[3,4-b][1,4]oxazin-6-yl]-4-methyl-1,3,4,6,11,11a-hexahydropyrazino[1,2-b]isoquinolin-2-yl]quinoline-8-carbonitrile O1[C@@H]2[C@@H](NCC1)CN(C2)C2=CC=1C[C@@H]3N(CC1C=C2)[C@@H](CN(C3)C3=C2C=CC=NC2=C(C=C3)C#N)C